hydrogen bisulphate S(O)(O)(=O)=O